2-bromo-6-hydroxy-3-(trifluoromethyl)benzaldehyde BrC1=C(C=O)C(=CC=C1C(F)(F)F)O